C(C=C)OC(=O)C1=C(C2=CC=CC(=C2CC1)F)O 5-fluoro-1-hydroxy-3,4-dihydronaphthalene-2-carboxylic acid allyl ester